4-(1-methyl-1,2,3,6-tetrahydropyridin-4-yl)-8,14-dioxa-10,19,20-triazatetracyclo[13.5.2.12,6.018,21]tricosa-1(20),2,4,6(23),15,17,21-heptaen-9-one CN1CCC(=CC1)C=1C=C2C3=NNC4=CC=C(OCCCNC(OCC(C1)=C2)=O)C=C34